C1(CC1)C(CC(=O)O)=O 3-CYCLOPROPYL-3-OXO-PROPIONIC ACID